tert-butyl (3S)-4-(7-(3-(bis(4-methoxybenzyl)amino)-2-fluoro-6-iodo-5-methylphenyl)-6-methyl-2-(methylsulfonyl)-5,6,7,8-tetrahydroquinazolin-4-yl)-3-methylpiperazine-1-carboxylate COC1=CC=C(CN(C=2C(=C(C(=C(C2)C)I)C2C(CC=3C(=NC(=NC3C2)S(=O)(=O)C)N2[C@H](CN(CC2)C(=O)OC(C)(C)C)C)C)F)CC2=CC=C(C=C2)OC)C=C1